C1(CC1)CN1C(=NC=C1C(C(F)(F)F)=O)C=1C=NN(C1)C 1-[1-(cyclopropylmethyl)-2-(1-methyl-1H-pyrazol-4-yl)-1H-imidazol-5-yl]-2,2,2-trifluoroethan-1-one